C1(=CC=CC=C1)C=1N=C2SC(=NN2C1)S(=O)(=O)N 6-phenylimidazo[2,1-b][1,3,4]thiadiazole-2-sulfonamide